phenyl-dimethyl-chlorogermane C1(=CC=CC=C1)[Ge](Cl)(C)C